5-[(2,2-difluorocyclopropyl)carbonyl]-2,2-dimethyl-1,3-dioxane-4,6-dione FC1(C(C1)C(=O)C1C(OC(OC1=O)(C)C)=O)F